2-(1,3-dimethyl-1H-pyrazol-4-yl)-3H-imidazo[4,5-c]pyridine CN1N=C(C(=C1)C1=NC2=C(C=NC=C2)N1)C